N-(4-(3-amino-1H-indazol-5-yl)pyridin-2-yl)-2-(3-(trifluoromethyl)phenyl)acetamide NC1=NNC2=CC=C(C=C12)C1=CC(=NC=C1)NC(CC1=CC(=CC=C1)C(F)(F)F)=O